4-((4-Fluorophenyl)seleno)butyronitrile FC1=CC=C(C=C1)[Se]CCCC#N